1-((2R,5S)-4-((S)-6-chloro-7-(3-cyclopropyl-5-methyl-1H-indazol-4-yl)-8-fluoro-2-(2-morpholinoethoxy)quinazolin-4-yl)-2,5-dimethylpiperazin-1-yl)prop-2-en-1-one ClC=1C=C2C(=NC(=NC2=C(C1C1=C2C(=NNC2=CC=C1C)C1CC1)F)OCCN1CCOCC1)N1C[C@H](N(C[C@@H]1C)C(C=C)=O)C